FC=1C(=CC2=C(C(NC=3CNC[C@H](C23)N(C(=O)C=2C=C3C(=CC=CN3C2)F)C)=O)C1)F (S)-N-(8,9-difluoro-6-oxo-1,2,3,4,5,6-hexahydrobenzo[c][1,7]naphthyridin-1-yl)-8-fluoro-N-methylindolizine-2-carboxamide